C(C1=CC=CC=C1)OC=1C=C2C=C(NC2=CC1)C1=C(C=CC=C1C)C 5-(benzyloxy)-2-(2,6-dimethylphenyl)-1H-indole